C(CC(=O)O)(=O)O.C(CC(=O)O)(=O)O malonic acid, malonate salt